ClC=1C=C(OCC(=O)NC23CC(C2)(C3)C(=O)O)C=CC1Cl 3-(2-(3,4-dichlorophenoxy)acetamido)bicyclo[1.1.1]pentane-1-carboxylic acid